N[C@H](C(=O)OC)CC1=NC(=CC=C1)C=O METHYL (2S)-2-AMINO-3-(6-FORMYL(2-PYRIDYL))PROPANOATE